ethyl (S)-2-amino-4-methoxy-3,3-dimethylbutanoate N[C@H](C(=O)OCC)C(COC)(C)C